9,12-epoxy-1H-diindolo[1,2,3-fg:3',2',1'-kl]pyrrolo[3,4-i][1,6]benzodiazocine C1N=CC2=C1C1=C3C=4N(C5=CC=C(N3C=3C=CC=CC31)O5)C5=CC=CC=C5C24